(2S,3S)-tert-butyl 2-(benzyloxycarbonylamino)-3-carbamoyl-6-(4,4,5,5-tetramethyl-1,3,2-dioxaborolan-2-yl)hexanoate C(C1=CC=CC=C1)OC(=O)N[C@H](C(=O)OC(C)(C)C)[C@H](CCCB1OC(C(O1)(C)C)(C)C)C(N)=O